C(C=C)(=O)N1C[C@@H]2COC3=C(C(N2CC1)=O)C(=NC(=C3Cl)C3=C(C=CC=C3O)F)N3C[C@@H]1N(CC3)C(CC1)=O (6aR)-8-acryloyl-4-chloro-3-(2-fluoro-6-hydroxyphenyl)-1-((R)-6-oxohexahydropyrrolo[1,2-a]pyrazin-2(1H)-yl)-6,6a,7,8,9,10-hexahydro-12H-pyrazino[2,1-c]pyrido[3,4-f][1,4]oxazepin-12-one